3-(7-acetyl-4-amino-3-((1-cyclopropyl-1H-benzo[d]imidazol-5-yl)ethynyl)-1H-pyrazolo[4,3-c]pyridin-1-yl)pyrrolidin C(C)(=O)C=1C2=C(C(=NC1)N)C(=NN2C2CNCC2)C#CC2=CC1=C(N(C=N1)C1CC1)C=C2